3-(1-(2-chlorobenzyl)piperidin-4-yl)-5-fluoro-1-(2-morpholinoethyl)-1,3-dihydro-2H-benzo[d]imidazol-2-one ClC1=C(CN2CCC(CC2)N2C(N(C3=C2C=C(C=C3)F)CCN3CCOCC3)=O)C=CC=C1